CC1(CC(CCC1)OC1=CC=CC(=N1)S(=O)(=O)NC(=O)C=1C(=NC=CC1)N1C(CC(C1)C)(C)C)C N-[[6-(3,3-Dimethylcyclohexoxy)-2-pyridyl]sulfonyl]-2-(2,2,4-trimethylpyrrolidin-1-yl)pyridin-3-carboxamid